(2S)-2-Methyl-1-(2-(5-(p-tolyl)-1H-imidazol-2-yl)piperidin-1-yl)butan-1-on C[C@H](C(=O)N1C(CCCC1)C=1NC(=CN1)C1=CC=C(C=C1)C)CC